O[C@@H](COC1=NC=C(C=N1)NC(O[C@H](C)[C@H](C)OC1=CC2=C(N=C(S2)C2=C3N=CC(=NC3=CC(=C2)C)OCC)C=C1F)=O)C (2R,3S)-3-((2-(2-ethoxy-7-methylquinoxalin-5-yl)-5-fluorobenzo[d]thiazol-6-yl)oxy)butan-2-yl (2-((R)-2-hydroxypropoxy)pyrimidin-5-yl)carbamate